L-γ-glutamylcysteine N[C@@H](CCC(=O)N[C@@H](CS)C(=O)O)C(=O)O